5-phenyl-2H-tetrazolium chloride [Cl-].C1(=CC=CC=C1)C=1N=NN[NH+]1